(1,2-dimethyl-1H-imidazol-5-yl)methylamine hydrochloride Cl.CN1C(=NC=C1CN)C